6-(3-Azabicyclo[3.1.0]hexan-3-yl)-N-(2-((R)-4-cyanothiazolidin-3-yl)-2-oxoethyl)-quinoline-4-carboxamide C12CN(CC2C1)C=1C=C2C(=CC=NC2=CC1)C(=O)NCC(=O)N1CSC[C@H]1C#N